[Br-].CC=1NC2=C(N1)C=CC=C2 2-methylbenzimidazole bromide salt